N,N'-dibenzoyl-L-cystine C(C1=CC=CC=C1)(=O)N[C@@H](CSSC[C@@H](C(=O)O)NC(C1=CC=CC=C1)=O)C(=O)O